dichloro[(R)-2,2'-bis(diphenylphosphino)-1,1'-binaphthyl] ClC1=C(C(=C(C2=CC=CC=C12)C1=C(C=CC2=CC=CC=C12)P(C1=CC=CC=C1)C1=CC=CC=C1)P(C1=CC=CC=C1)C1=CC=CC=C1)Cl